(1S,3S)-3-((2-(5-(((4-Methoxy-pyrimidin-2-yl)amino)methyl)-1-methyl-1H-pyrazol-4-yl)-4-methylpyrimidin-5-yl)oxy)cyclohexan COC1=NC(=NC=C1)NCC1=C(C=NN1C)C1=NC=C(C(=N1)C)OC1CCCCC1